CC12C(CC(CC1)C2(C)C)C2C(CCCC2)(O)C2C1(CCC(C2)C1(C)C)C (1,7,7-trimethylbicyclo[2.2.1]hept-2-yl)-(1,7,7-trimethylbicyclo[2.2.1]hept-2-yl)cyclohexan-1-ol